epoxypentanol C1(C(CCC)O1)O